C1C(NC(=O)S1)C(=O)O L-2-oxothiazolidine-4-carboxylic acid